C(C1=CC=CC=C1)(=O)OC\C=C\C(C#CC(=O)OC)O (E)-4-Hydroxy-7-methoxy-7-oxohept-2-en-5-yn-1-yl benzoate